n-tetracosyl propyl ether C(CC)OCCCCCCCCCCCCCCCCCCCCCCCC